C(C)C1(NC(CCC1)(CC)CC)CC 2,2,6,6-tetraethylpiperidin